N1C=C(C2=CC=CC=C12)\C=C/1\C(N=C(S1)NC=1C=C(C(=O)O)C=CC1)=O 3-[(5Z)-5-(1H-indol-3-ylmethylene)-4-oxo-4,5-dihydro-1,3-thiazol-2-yl]aminobenzoic acid